C1(=CC=CC=C1)N1C2=CC=CC=C2C=2C=C(C=CC12)OB(O)O (9-phenyl-9H-carbazole-3-yl)boric acid